FC1=C(C=CC(=C1)Br)C(OC1=CC(=C(C=C1)F)F)(F)F 4-[(2-fluoro-4-bromophenyl)difluoromethoxy]-1,2-difluorobenzene